methyl (E)-4-(but-3-yn-1-ylamino)-4-oxobut-2-enoate C(CC#C)NC(/C=C/C(=O)OC)=O